ClC1=CN(C=2N=C(N=CC21)NC=2C(=NN(C2)CCOC)C(F)(F)F)C 5-chloro-N-(1-(2-methoxyethyl)-3-(trifluoromethyl)-1H-pyrazol-4-yl)-7-methyl-7H-pyrrolo[2,3-d]pyrimidin-2-amine